O1C(=CC=C1)CNC(C1=C(C=CC=C1)NS(=O)(=O)C1=CC=CC=C1)=O N-(furan-2-ylmethyl)-2-(phenylsulphonamido)benzamide